CC1(OC(C=2C1=NON2)=O)C 6,6-dimethyl-4H,6H-furo[3,4-c][1,2,5]oxadiazol-4-one